spiro[pyrrolidine-3,4'-pyrrolo[1,2-b]pyrazol] N=1N2C(=CC1)C1(C=C2)CNCC1